(4-(6H-6-aza-8-oxaindeno[2,3-b]fluorene-6-yl)-phenyl)germane C1=CC=CC2=C1C=C1C=C3CC4=COCN(C4=C3C=C12)C1=CC=C(C=C1)[GeH3]